ClC=1C=CC=2N=CN=C(C2N1)NC1=NC=C(C(=C1F)C)F 6-Chloro-N-(3,5-difluoro-4-methylpyridin-2-yl)pyrido[3,2-d]pyrimidin-4-amine